(E)-2-heptene C\C=C\CCCC